NC1=C(C(=NN1C1=CC(=C(C(=C1)Cl)C(F)(F)F)Cl)C#N)[S@@](=O)C(F)(F)F |r| (±)-5-amino-1-(2,6-dichloro-α,α,α-trifluoro-p-tolyl)-4-trifluoromethyl-sulfinylpyrazole-3-carbonitrile